C(C)(C)(C)OC(=O)N1CCC2(CCC2C2=CC=C(C=C2)C)CC1 (4-methylphenyl)-7-azaspiro[3.5]nonane-7-carboxylic acid tert-butyl ester